ClC1=NC(=CC(=C1)C1=C(N=C(S1)NC(=O)N1CC2(COC2)C1)C1=CC(=CC=C1)C#N)C(C)(C)O N-[5-[2-Chloro-6-(1-hydroxy-1-methyl-ethyl)-4-pyridyl]-4-(3-cyanophenyl)thiazol-2-yl]-2-oxa-6-azaspiro[3.3]heptan-6-carboxamid